1-Azol-4-ylcyclopropylamine N1C=CC(=C1)C1(CC1)N